C(C)(C)(C)N(C(O)=O)CCN(C1CCOCC1)C.N1(CCN(CC1)CCC(=O)O)CCC(=O)O 4-piperazinedipropionic acid tert-butyl-(2-(methyl(tetrahydro-2H-pyran-4-yl)amino)ethyl)carbamate